NC1=C2C=C(N(C2=CC=C1)CCC)C#CCN(C(OC(C)(C)C)=O)C1=C(C=C(C=C1)S(=O)(=O)C)OC tert-Butyl (3-(4-amino-1-propyl-1H-indol-2-yl)prop-2-yn-1-yl)(2-methoxy-4-(methylsulfonyl)phenyl)carbamate